C(=C)C1=CC=C(C=C1)C(C(=O)O)C1=CC=C(C=C1)C=CC(C1=CC=CC=C1)=O 2-(4-Ethenylphenyl)-2-[4-(3-oxo-3-phenylprop-1-enyl)phenyl]acetic acid